BrC1=NC=CC(=C1)C#N 2-bromo-4-cyanopyridine